(2R)-2-Amino-N-[2-methoxy-6-(2-methyl-1H-pyrrolo[2,3-b]pyridin-4-yl)-3-pyridyl]-4,4-dimethyl-pentanamide N[C@@H](C(=O)NC=1C(=NC(=CC1)C1=C2C(=NC=C1)NC(=C2)C)OC)CC(C)(C)C